(1r,5s,6r)-3-(6-(3-methyl-1,2,4-oxadiazol-5-yl)-6-azaspiro[3.4]oct-2-yl)-N-(1-methylcyclobutyl)-3-azabicyclo[3.1.0]hexane-6-carboxamide CC1=NOC(=N1)N1CC2(CC(C2)N2C[C@H]3C([C@H]3C2)C(=O)NC2(CCC2)C)CC1